N,N'-diphenyl-N,N'-di(4-methylphenyl)-4,4'-biphenyldiamine C1(=CC=CC=C1)N(C1=CC=C(C=C1)C1=CC=C(C=C1)N(C1=CC=C(C=C1)C)C1=CC=CC=C1)C1=CC=C(C=C1)C